thiocarbamoyl-tetrazolium C(N)(=S)[N+]=1NN=NC1